N1-phenyl-N1-propylbenzene-1,3-diamine C1(=CC=CC=C1)N(C1=CC(=CC=C1)N)CCC